C(#N)C=1C(=NC(=CC1C(F)(F)F)C)N1[C@@H]([C@H](CC1)O)C(=O)N(C=1C=C(C=CC1)C)C (2S,3S)-1-[3-cyano-6-methyl-4-(trifluoromethyl)-2-pyridyl]-3-hydroxy-N-methyl-N-(m-tolyl)pyrrolidine-2-carboxamide